8'-{6-[3-(Dimethylamino)propoxy]-5-[(dimethylsulfamoyl)amino]pyridin-3-yl}-7'-fluoro-3'-methyl-2',3'-dihydrospiro[cyclobutane-1,1'-pyrrolo[2,3-c]quinoline]-2'-one hydrochloride Cl.CN(CCCOC1=C(C=C(C=N1)C1=CC=2C3=C(C=NC2C=C1F)N(C(C31CCC1)=O)C)NS(N(C)C)(=O)=O)C